ClC1=CC=C(C(=N1)CC)C=1C=C(C=2N(C1)C=C(N2)C)C 6-(6-chloro-2-ethylpyridin-3-yl)-2,8-dimethylimidazo[1,2-a]pyridine